(5''-(ethylamino)dispiro[cyclopropane-1,1'-cyclohexane-4',3''-indoline]-1''-yl)methanone C(C)NC=1C=C2C3(CN(C2=CC1)C=O)CCC1(CC3)CC1